C(C)CC(=O)[O-].C(CCC)O[Zr+3].C(C)CC(=O)[O-].C(C)CC(=O)[O-] mono-n-butoxy-zirconium (ethylacetate)